(2R,3R,4R,5R)-2-(hydroxymethyl)-5-(1H-pyrrol-1-yl)tetrahydro-2H-pyran-3,4-diol OC[C@H]1OC[C@H]([C@H]([C@H]1O)O)N1C=CC=C1